C(C1=CC=CC=C1)OC(=O)C=1C=NC(=CC1C1=CC(=NC=C1OC)C(F)F)N1C(COCC1)=O 2'-(difluoromethyl)-5'-methoxy-6-(3-oxomorpholino)-[4,4'-bipyridine]-3-carboxylic acid benzyl ester